(R)-3-(2-cyclopropoxy-5-fluoropyridin-4-yl)-1-isopropyl-N-(4-methyl-1,1-dioxidotetrahydro-2H-thiopyran-4-yl)-4,5,6,7-tetrahydro-1H-indazole-6-carboxamide C1(CC1)OC1=NC=C(C(=C1)C1=NN(C=2C[C@@H](CCC12)C(=O)NC1(CCS(CC1)(=O)=O)C)C(C)C)F